5-[4-amino-5-(trifluoromethyl)pyrrolo[2,1-f][1,2,4]triazin-7-yl]-N-[(3R,4S)-4-fluoro-1-[(2-hydroxycyclohexyl)sulfonyl]pyrrolidin-3-yl]-2-methoxypyridine-3-carboxamide NC1=NC=NN2C1=C(C=C2C=2C=C(C(=NC2)OC)C(=O)N[C@@H]2CN(C[C@@H]2F)S(=O)(=O)C2C(CCCC2)O)C(F)(F)F